C12(CC3CC(CC(C1)C3)C2)C2=C(C=NN2C2=CC=CC=C2)Br 5-((3r,5r,7r)-adamantan-1-yl)-4-bromo-1-phenyl-1H-pyrazole